iodine chroman O1CCCC2=CC=CC=C12.[I]